8-methyl-2-(methylsulfanyl)-6-phenyl-5-[2-(triisopropylsilyl)ethynyl]pyrido[2,3-d]pyrimidin-7-one CN1C(C(=C(C2=C1N=C(N=C2)SC)C#C[Si](C(C)C)(C(C)C)C(C)C)C2=CC=CC=C2)=O